N-(5-(5-amino-1H-pyrazol-1-yl)-1,3,4-thiadiazol-2-yl)-4-(2,6-dimethoxyphenyl)-3-(3-hydroxy-2,2-dimethylpropoxy)-2-oxo-2H-pyran-6-carboxamide NC1=CC=NN1C1=NN=C(S1)NC(=O)C1=CC(=C(C(O1)=O)OCC(CO)(C)C)C1=C(C=CC=C1OC)OC